CS(=O)CN1C(=NC=C1)C(=O)O ((methylsulfinyl)methyl)-1H-imidazole-2-carboxylic acid